1,2-O-dioctadecyl-sn-glycerol CCCCCCCCCCCCCCCCCCOC[C@H](CO)OCCCCCCCCCCCCCCCCCC